3-(trifluoromethyl)-4-methyl-N-(5-phenyl-1,3,4-oxadiazol-2-yl)benzamide FC(C=1C=C(C(=O)NC=2OC(=NN2)C2=CC=CC=C2)C=CC1C)(F)F